N-(4-((dimethylamino)methyl)pyridin-2-yl)-5-(5-methyl-1H-pyrazol-4-yl)thiazolo[5,4-b]pyridin-2-amine CN(C)CC1=CC(=NC=C1)NC=1SC2=NC(=CC=C2N1)C=1C=NNC1C